C(C=1C(C(=O)OCCCCCCC=C)=CC=CC1)(=O)OCCCCCCC=C di(7-octenyl) phthalate